CC1=CC2C(C(OC=3C=C(C=C(C23)O)CCCCC)(C)C)C1 2,4,4-Trimethyl-7-pentyl-3a,9b-dihydro-3H-cyclopenta[c]chromen-9-ol